CC(C)N1CCN(CC1)C1=C(N)C=CC=C1 2-[4-(propan-2-yl)piperazin-1-yl]aniline